BrC1=NO[C@H](C1)C1=NC(=C(C=C1)C)OC1=CC(=CC=C1)C(F)(F)F (5R)-3-Bromo-5-[5-methyl-6-[3-(trifluoromethyl)phenoxy]-2-pyridyl]-4,5-dihydroisoxazole